ClC=1C=NC=C(C1N1CN(C2=CC(=C(C=C2C1=O)F)N1N=C(N(C1=O)CC)CO)C(C)C)F 3-(3-Chloro-5-fluoropyridin-4-yl)-7-(4-ethyl-3-(hydroxymethyl)-5-oxo-4,5-dihydro-1H-1,2,4-triazol-1-yl)-6-fluoro-1-isopropyl-2,3-dihydroquinazolin-4(1H)-one